C1(CC1)[C@@H](NC(=O)[C@@H]1N([C@@H]2C[C@@H]2C1)C(=O)C1=NC=CC(=C1)C(F)(F)F)C1=C(C=C(C(=C1)F)C(F)(F)F)F (1R,3R,5R)-N-((R)-cyclopropyl(2,5-difluoro-4-(trifluoromethyl)phenyl)methyl)-2-((4-(trifluoromethyl)-2-pyridinyl)carbonyl)-2-azabicyclo[3.1.0]hexane-3-carboxamide